1-tert-butyl-3-[(1S,3R)-3-{[tert-butyl(dimethyl)silyl]oxy}cyclopentyl]-1H-pyrazol-5-amine Benzyl-{1-tert-butyl-3-[(1S,3R)-3-hydroxycyclopentyl]-1H-pyrazol-5-yl}carbamate C(C1=CC=CC=C1)N(C(O)=O)C1=CC(=NN1C(C)(C)C)[C@@H]1C[C@@H](CC1)O.C(C)(C)(C)N1N=C(C=C1N)[C@@H]1C[C@@H](CC1)O[Si](C)(C)C(C)(C)C